COCOC1=C(C=C(C=C1)C(C)=O)B1OC(C(O1)(C)C)(C)C 1-(4-(methoxymethyloxy)-3-(4,4,5,5-tetramethyl-1,3,2-dioxaborolan-2-yl)phenyl)ethanone